2-bromo-1-(5-Fluoro-1H-indol-3-yl)propan-1-one BrC(C(=O)C1=CNC2=CC=C(C=C12)F)C